1-(2-phenoxyphenyl)ethane O(C1=CC=CC=C1)C1=C(C=CC=C1)CC